(R)-1-(3-(1-((7-chloro-4-methylpyrido[3,4-d]pyridazin-1-yl)amino)ethyl)-2-fluorophenyl)-1,1-difluoro-2-methylpropan-2-ol ClC1=CC=2C(=C(N=NC2N[C@H](C)C=2C(=C(C=CC2)C(C(C)(O)C)(F)F)F)C)C=N1